COC(CN1C(CCC1)=O)=O 2-oxo-1-pyrrolidineacetic acid methyl ester